3-methyl-5-tert-butyl-1,2-phenylenebis(2,4,6-trimethylbenzoate) CC=1C(=C(C=C(C1)C(C)(C)C)C=1C(=C(C(=O)[O-])C(=CC1C)C)C)C=1C(=C(C(=O)[O-])C(=CC1C)C)C